Cl.NCCCN=C=NCC aminopropyl-N'-ethyl-carbodiimide hydrochloride